C1(=CCCCC1)C=1C(=NN2C1N=C(C(=C2OC)C=2C=C1N=CC=NC1=CC2)NC2=NN(C=C2)COCC[Si](C)(C)C)C2=CC=CC=C2 3-(cyclohex-1-en-1-yl)-7-methoxy-2-phenyl-6-(quinoxalin-6-yl)-N-(1-((2-(trimethylsilyl)ethoxy)methyl)-1H-pyrazol-3-yl)pyrazolo[1,5-a]pyrimidin-5-amine